C1(CC1)/C=C/C=1C(=C(C(=CC1)O)N1CC(NS1(=O)=O)=O)F (E)-5-(3-(2-cyclopropylvinyl)-2-fluoro-6-hydroxyphenyl)-1,2,5-thiadiazolidin-3-one 1,1-dioxide